CC=1C=C(C=CC1)N1N=NC(=C1)C1=CC(=CC=C1)F 1-m-methylphenyl-4-m-fluorophenyl-1,2,3-triazole